5-(4-(2-hydroxypropan-2-yl)bicyclo[2.2.2]octan-1-yl)-2-methoxybenzoic acid OC(C)(C)C12CCC(CC1)(CC2)C=2C=CC(=C(C(=O)O)C2)OC